7-(4-aminopiperidin-1-yl)-1-methyl-3-({[(3S)-1-(6-methylpyridin-3-yl)piperidin-3-yl][(2-methylpyridin-4-yl)methyl]amino}methyl)-1,4-dihydroquinolin-4-one NC1CCN(CC1)C1=CC=C2C(C(=CN(C2=C1)C)CN(CC1=CC(=NC=C1)C)[C@@H]1CN(CCC1)C=1C=NC(=CC1)C)=O